C(#N)C1=NN2C(CN(C3=C(C=CC=C23)NC2=CC(=NC=C2C(=O)NC([2H])([2H])[2H])NC(=O)C2CC2)C)=N1 4-((2-cyano-5-methyl-4,5-dihydro-[1,2,4]triazolo[1,5-a]quinoxalin-6-yl)amino)-6-(cyclopropanecarboxamido)-N-(methyl-d3)nicotinamide